BrC1=CC=C2C(=N1)C(=NN2S(=O)(=O)C2=CC=C(C)C=C2)C 5-bromo-3-methyl-1-tosyl-1H-pyrazolo[4,3-b]pyridin